4-(2-(6-amino-8-mercapto-9H-purine-9-yl)ethoxy)benzonitrile NC1=C2N=C(N(C2=NC=N1)CCOC1=CC=C(C#N)C=C1)S